Cbz-L-Tyrosine C(=O)(OCC1=CC=CC=C1)N[C@@H](CC1=CC=C(C=C1)O)C(=O)O